[4-(2-fluoro-4-nitrophenyl)piperazin-1-yl]carboxylic acid tert-butyl ester C(C)(C)(C)OC(=O)N1CCN(CC1)C1=C(C=C(C=C1)[N+](=O)[O-])F